ClC1=CC=C(S1)CSC1=C(C(=NN1C(C(COC)(C)C)=O)C1C(C(N(CC1)S(=O)(=O)C)=O)C)F 4-(5-{[(5-chlorothiophen-2-yl)methyl]sulfanyl}-4-fluoro-1-(3-methoxy-2,2-dimethylpropanoyl)-1H-pyrazol-3-yl)-1-methanesulfonyl-3-methylpiperidin-2-one